tert-butyl (2S)-2-[(1S)-1-[7-(1-tert-butylpyrazol-4-yl)quinolin-5-yl]oxyethyl]morpholine-4-carboxylate C(C)(C)(C)N1N=CC(=C1)C1=CC(=C2C=CC=NC2=C1)O[C@@H](C)[C@@H]1CN(CCO1)C(=O)OC(C)(C)C